(3S,8aR)-7-(3-chloro-2-fluoro-6-(1H-tetrazol-1-yl)phenyl)-3-(5-(3-fluoro-2-(hydroxymethyl)pyridin-4-yl)-1H-imidazol-2-yl)-2,3,8,8a-tetrahydroindolizin-5(1H)-one-8,8,8a-d3 ClC=1C(=C(C(=CC1)N1N=NN=C1)C1=CC(N2[C@@H](CC[C@@]2(C1([2H])[2H])[2H])C=1NC(=CN1)C1=C(C(=NC=C1)CO)F)=O)F